C(C)OC(C(COC[C@H](C)NC=1C=NN(C(C1C(F)(F)F)=O)CC1=CC=C(C=C1)OC)O)=O 2-Hydroxy-3-((S)-2-((1-(4-methoxybenzyl)-6-oxo-5-(Trifluoromethyl)-1,6-dihydropyridazin-4-yl)amino)propoxy)propionic acid ethyl ester